CNC(=O)C=1C(N(C=C(C1)C(=O)N[C@H]1[C@H](C1)C)CC1=CC(=CC=C1)C)=O |r| (±)-N3-methyl-1-(3-methylbenzyl)-N5-((cis)-2-methylcyclopropyl)-2-oxo-1,2-dihydropyridine-3,5-dicarboxamide